OC(=O)NC1=NC(NC=C1)=O hydroxymethoylcytosine